N[C@H]1C[C@H](N(CC1)C(=O)N1CC2(CCCC2)C(CC1)CN1C(C2=CN=CC=C2C=C1)=O)C1=CC=CC=C1 2-((7-((2s,4r)-4-amino-2-phenylpiperidine-1-carbonyl)-7-azaspiro[4.5]dec-10-yl)methyl)-2,7-naphthyridin-1(2H)-one